ClC=1C(=NC=CC1C1=C(C(=CC=C1)C1=NC(=C(C=C1)CNC[C@H]1NC(CC1)=O)OC)Cl)C1=CC(=C(CNCC(=O)OC(C)C)C=C1)OC (S)-Isopropyl 2-((4-(3-chloro-4-(2-chloro-3-(6-methoxy-5-((((5-oxopyrrolidin-2-yl)methyl)amino)methyl)pyridin-2-yl)phenyl)pyridin-2-yl)-2-methoxybenzyl)amino)acetate